4-(4-((3,3,3-trifluoropropyl)sulfonamido)phenyl)-7H-pyrrolo[2,3-d]pyrimidin FC(CCS(=O)(=O)NC1=CC=C(C=C1)C=1C2=C(N=CN1)NC=C2)(F)F